8-(2-chlorophenyl)-9-(4-chlorophenyl)-2-methylsulfonyl-6-[4-(trifluoromethyl)-1-piperidyl]purine ClC1=C(C=CC=C1)C=1N(C2=NC(=NC(=C2N1)N1CCC(CC1)C(F)(F)F)S(=O)(=O)C)C1=CC=C(C=C1)Cl